3-ethyl-2-(5-{[(3R,5R)-5-fluoro-1-methylpiperidin-3-yl]amino}-2H-pyrazolo[3,4-d][1,3]thiazol-2-yl)-5-methylphenol C(C)C=1C(=C(C=C(C1)C)O)N1N=C2N=C(SC2=C1)N[C@H]1CN(C[C@@H](C1)F)C